BrC1=CC=C(C=C1)C1=CC(=NC(=C1)C1=CC=C(C=C1)C(C)(C)CC)C1=NC=CC=C1 4-(4-bromophenyl)-6-(4-(tert-amyl)phenyl)-2,2'-bipyridine